C1OCC12CCN(CC2)C=2C=CC(=NC2)NC=2C=CC(=C1CNC(C21)=O)C2=C1C(=NC=C2)N(C=C1)C 7-((5-(2-oxa-7-aza-spiro[3.5]nonan-7-yl)pyridin-2-yl)amino)-4-(1-methyl-1H-pyrrolo[2,3-b]pyridin-4-yl)isoindolin-1-one